COC(=O)C1CCN(CC1)C1CCC2=CC(=CC=C12)C1=CC(=CC=C1)Cl 1-(5-(3-chlorophenyl)-2,3-dihydro-1H-inden-1-yl)piperidine-4-carboxylic acid methyl ester